C(C)(=O)NC=1N=C2N(N=C(C=C2)C=2C(=C(C(=O)NCC3=C(C=CC(=C3)OC(F)(F)F)F)C=C(C2F)F)F)C1 3-{2-acetamidoimidazo[1,2-b]pyridazin-6-yl}-2,4,5-trifluoro-N-{[2-fluoro-5-(trifluoromethoxy)phenyl]methyl}benzamide